tert-butyl 8-bromo-1-((tert-butoxycarbonyl)imino)-1,2,3,5-tetrahydro-4H-1λ4-benzo[f][1,4]thiazepine-4-carboxylate 1-oxide BrC1=CC2=C(CN(CCS2(=NC(=O)OC(C)(C)C)=O)C(=O)OC(C)(C)C)C=C1